C[Si](CCOCN1N=CC=2CN(CCC21)C(=O)[O-])(C)C 1-{[2-(trimethylsilyl)ethoxy]methyl}-1H,4H,5H,6H,7H-pyrazolo[4,3-c]pyridine-5-carboxylate